C(C)(C)(C)[Si](C1=CC=CC=C1)(C1=CC=CC=C1)OC1C(C2(CCC1)OC1(CCCCC1)OO2)C(C)(C)C tert-butyl((l-1-(tert-butyl)-7,14,15-trioxadispiro[5.1.58.26]pentadecan-2-yl)oxy)diphenylsilane